C(C)C1=NC(=NC(=C1)C(F)(F)F)NN 4-ethyl-2-hydrazineyl-6-(trifluoromethyl)pyrimidine